CN[C@@H]1CCCC[C@H]1NC Trans-(1R,2R)-N,N'-Dimethyl-cyclohexane-1,2-diamine